2,2',2''-(10-(2-((2-(4-hydroxybenzamido)ethyl)amino)-2-oxoethyl)-1,4,7,10-tetraazacyclododecane-1,4,7-triyl)triacetic acid OC1=CC=C(C(=O)NCCNC(CN2CCN(CCN(CCN(CC2)CC(=O)O)CC(=O)O)CC(=O)O)=O)C=C1